N1=CC=C(C=C1)NC1=CC2=C(NC(=N2)CSC2=CC(=NC=C2)C(F)(F)F)C=C1 N-(Pyridin-4-yl)-2-(((2-(trifluoromethyl)pyridin-4-yl)thio)methyl)-1H-benzo[d]imidazol-5-amine